2-oxo-3-(1-(2-(quinolin-6-yl)acetyl)piperidin-4-yl)-2,3-dihydro-1H-benzo[d]imidazole-4-carbonitrile O=C1N(C2=C(N1)C=CC=C2C#N)C2CCN(CC2)C(CC=2C=C1C=CC=NC1=CC2)=O